1-ethyl-naphthalene acetate C(C)(=O)O.C(C)C1=CC=CC2=CC=CC=C12